OC(C)(P([O-])([O-])=O)P([O-])([O-])=O.[Na+].[Na+].[Na+].[Na+] Tetranatrium (1-Hydroxyethan-1,1-diyl)bisphosphonat